COC=1C=C2C(=CC3(NC2=CC1)C(=NN(C3=O)C3=CC=CC=C3)C)C 6'-Methoxy-3,4'-dimethyl-1-phenyl-1'H-spiro[pyrazole-4,2'-quinolin]-5(1H)-one